C(C1=CC=CC=C1)[C@@H]1CCC(N1C(=O)[C@@H]1[C@H](C=CC1)O)=O (S)-5-benzyl-1-((1S,2S)-2-hydroxycyclopent-3-enecarbonyl)pyrrolidin-2-one